C12(CC(C1)C2)N2N=CC=C2 1-{bicyclo[1.1.1]pentan-1-yl}pyrazole